3-((3-(4-(piperazin-1-ylmethyl)piperidin-1-yl)phenyl)amino)piperidine-2,6-dione N1(CCNCC1)CC1CCN(CC1)C=1C=C(C=CC1)NC1C(NC(CC1)=O)=O